(4-phenyl-6-(phenylamino)-1,3,5-triazin-2-yl)tetrahydrofuran-2-carboxamide C1(=CC=CC=C1)C1=NC(=NC(=N1)NC1=CC=CC=C1)C1(OCCC1)C(=O)N